FC1=CC=C(C=C1)C1=CC=C(S1)CC=1C=C(C=CC1C)[C@H]1[C@H](O)[C@@H](O)[C@H](O)[C@H](O1)CO (1S)-1,5-anhydro-1-C-(3-{[5-(4-fluorophenyl)thiophen-2-yl]methyl}-4-methylphenyl)-D-glucitol